ClC=1C(=C2C(=NC1C)CN(C2)C(=O)[C@H]2CN(CC2)C2=NC=C(N=C2)C(F)(F)F)C (3-chloro-2,4-dimethyl-5,7-dihydropyrrolo[3,4-b]pyridin-6-yl)-[(3R)-1-[5-(trifluoromethyl)pyrazin-2-yl]pyrrolidin-3-yl]methanone